2-(4-(bis(4-hydroxyphenyl)amino)styryl)-3,3-dimethyl-3H-indol OC1=CC=C(C=C1)N(C1=CC=C(C=CC2=NC3=CC=CC=C3C2(C)C)C=C1)C1=CC=C(C=C1)O